[Fe].FC=1C=C(C=CC1N1CCN(CC1)C)NC1=NC2=C(C=CC=C2C=N1)C=1C=C(C=CC1)NC(C=C)=O N-(3-(2-((3-fluoro-4-(4-methylpiperazin-1-yl)phenyl)amino)quinazolin-8-yl)phenyl)acrylamide iron